COC(CC1/C(/C2=CC=CC=C2CC1)=N/O)=O (Z)-2-(1-(oximino)-1,2,3,4-tetrahydronaphthalen-2-yl)acetic acid methyl ester